N[C@@H](CCC(=O)N[C@@H](CC1=CNC=N1)C(=O)O)C(=O)O Gamma-Glutamylhistidin